(S)-1-amino-2-(1-(but-2-ynoyl)pyrrolidin-2-yl)-4-(4-((5-methylpyridin-2-yl)carbamoyl)phenyl)-1H-imidazole-5-carboxamide NN1C(=NC(=C1C(=O)N)C1=CC=C(C=C1)C(NC1=NC=C(C=C1)C)=O)[C@H]1N(CCC1)C(C#CC)=O